CC(C=O)CC1=CCC[C@H](C1)C(=C)C 2-methyl-3-[(5R)-5-isopropenyl-1-cyclohexen-1-yl]Propionaldehyde